2-{4-[(3S)-piperidin-3-yl]phenyl}-2H-indazole-7-carboxamide N1C[C@@H](CCC1)C1=CC=C(C=C1)N1N=C2C(=CC=CC2=C1)C(=O)N